C1N(CCC12CNCC2)C2=NC=NC=C2OC2=C(C(=O)N(C(C)C)C(C)C)C=C(C=C2)F 2-{[4-(2,7-diazaspiro[4.4]nonan-2-yl)pyrimidin-5-yl]oxy}-5-fluoro-N,N-di(propan-2-yl)benzamide